Ethyl (3S)-3-[7-(hydroxymethyl)-1-benzothiophen-5-yl]-3-(1,4,7-trimethyl-1H-benzotriazol-5-yl)propanoate OCC1=CC(=CC=2C=CSC21)[C@H](CC(=O)OCC)C2=C(C1=C(N(N=N1)C)C(=C2)C)C